NC1=NC2=C(N1CCN(C)C)C=CC(=C2)C(=O)OCC ethyl 2-amino-1-(2-(dimethylamino) ethyl)-1H-benzo[d]imidazole-5-carboxylate